4-((2s,4s)-1-(tert-butoxycarbonyl)-4-(prop-2-yn-1-yloxy)piperidin-2-yl)-3-(2-((tert-butyldimethylsilyl)oxy)ethoxy)benzoic acid C(C)(C)(C)OC(=O)N1[C@@H](C[C@H](CC1)OCC#C)C1=C(C=C(C(=O)O)C=C1)OCCO[Si](C)(C)C(C)(C)C